NC1=NC=C(C(=N1)O)C=1C=C2C(=NC=NC2=CC1)N1CCC2=CC(=C(C=C12)Cl)F 2-amino-5-[4-(6-chloro-5-fluoro-indolin-1-yl)quinazolin-6-yl]pyrimidin-4-ol